4-(((6-benzyl-4-(2,6-dimethylphenoxy)-5,6,7,8-tetrahydropyrido[4,3-d]pyrimidine-2-yl)amino)methyl)benzoic acid C(C1=CC=CC=C1)N1CC2=C(N=C(N=C2OC2=C(C=CC=C2C)C)NCC2=CC=C(C(=O)O)C=C2)CC1